2-(1-methyl-1H-pyrazol-5-yl)-N-[1-(trifluoromethyl)cyclopropyl]Pyrido[3,4-d]Pyrimidin-4-amine CN1N=CC=C1C=1N=C(C2=C(N1)C=NC=C2)NC2(CC2)C(F)(F)F